BrC1=C(C(=C(C=C1)F)F)C 1-bromo-3,4-difluoro-2-methyl-benzene